N1=CC(=CC=C1)CC(CC1=CC(=CC=C1)C(F)(F)F)=O 1-(3-pyridyl)-3-(3-(trifluoromethyl)phenyl)-2-propanone